FC(C=1C(=C(C=CC1F)[C@H]1[C@@H](O[C@]([C@H]1C)(C(F)(F)F)C)C(=O)NC=1C=NC(=CC1)CO)OC)F (2R,3S,4S,5R)-3-(3-(difluoromethyl)-4-fluoro-2-methoxyphenyl)-N-(6-(hydroxymethyl)pyridin-3-yl)-4,5-dimethyl-5-(trifluoromethyl)tetrahydrofuran-2-carboxamide